CC1=NC(=NC=C1)OC=1C=NC(=CC1)[Sn](CCCC)(CCCC)CCCC 4-methyl-2-((6-(tributylstannyl)pyridin-3-yl)oxy)pyrimidine